ClC=1C(=CC2=C(OCO2)C1)N(C(C1=CC(=CC=C1)N1N=C(C(=C1C)Cl)C(F)(F)F)=O)C N-(6-chloro-1,3-benzodioxol-5-yl)-3-[4-chloro-5-methyl-3-(trifluoromethyl)pyrazol-1-yl]-N-methyl-benzamide